NC=1C2=C(N=CN1)N(C1=C2N=CC=C1C)CC(=O)OCCCC butyl 2-(4-amino-8-methyl-9H-pyrido[2',3':4,5]pyrrolo[2,3-d]pyrimidin-9-yl)acetate